CC1(CCC(CC1)NCC=1C(=C(C(=CC1)O)N1CC(NS1(=O)=O)=O)F)C 5-[3-[[(4,4-dimethylcyclohexyl)amino]methyl]-2-fluoro-6-hydroxy-phenyl]-1,1-dioxo-1,2,5-thiadiazolidin-3-one